N-(4-((S)-2-(4-Cyanophenyl)propyl)-6-(((R)-1-hydroxy-4-methylpentan-2-yl)amino)-1,3,5-triazin-2-yl)methanesulfonamide C(#N)C1=CC=C(C=C1)[C@H](CC1=NC(=NC(=N1)N[C@@H](CO)CC(C)C)NS(=O)(=O)C)C